10-pentadecene-1-ol C(CCCCCCCCC=CCCCC)O